N-(8-(methylamino)-5-(5-(2-morpholinoethoxy)benzo[d]oxazol-2-yl)-2,7-naphthyridin-3-yl)cyclopropanecarboxamide CNC=1N=CC(=C2C=C(N=CC12)NC(=O)C1CC1)C=1OC2=C(N1)C=C(C=C2)OCCN2CCOCC2